2-(3,7-Dimethyloctyl)-5-propan-2-ylbenzene-1,3-diol CC(CCC1=C(C=C(C=C1O)C(C)C)O)CCCC(C)C